7-chloro-6-(2-chloro-6-hydroxyphenyl)-4-(2,4-diisopropylpyridin-3-yl)-1-((3-fluoroazetidin-3-yl)methyl)-1,4-dihydropyrido[2,3-b]pyrazine-2,3-dione ClC1=CC2=C(N(C(C(N2CC2(CNC2)F)=O)=O)C=2C(=NC=CC2C(C)C)C(C)C)N=C1C1=C(C=CC=C1O)Cl